NC1=NC=2C=NC(=CC2C2=C1COC2)C(=O)N([C@H](C)C2=NC=CC=N2)CC=2N=NC(=CC2)OCC 4-amino-N-((6-ethoxy-3-pyridazinyl)methyl)-N-((1R)-1-(2-pyrimidinyl)ethyl)-1,3-dihydrofuro[3,4-c][1,7]naphthyridine-8-carboxamide